CC1=CC=C(C=C1)C12CCNCC2C1 rac-6-(4-methylphenyl)-3-azabicyclo[4.1.0]heptane